Cl.N(=[N+]=[N-])CCOCCOCCOCCN 2-(2-(2-(2-azidoethoxy)ethoxy)ethoxy)ethan-1-amine hydrochloride